NC=1C(=C(C=C2C=C(N=CC12)NC(OC1C(CC1)C#N)=O)C1=C(C2=C(OCCN2)N=C1)C)F 2-Cyanocyclobutyl (8-amino-7-fluoro-6-(8-methyl-2,3-dihydro-1H-pyrido[2,3-b][1,4]oxazin-7-yl)isoquinolin-3-yl)carbamate